COC1=C(/C=C/C=2NC=3C(=C4C=CC=NC4=C4N=CC=CC34)N2)C=CC=C1 (E)-2-(2-methoxystyryl)-1H-imidazo[4,5-f][1,10]phenanthroline